NC=1C2=C(N=CN1)N(C(=C2C2=CC(=C(C=C2)OC2=NC=CC(=N2)C)F)C=2C(=CC(=NC2)NC(C(=C)C2CC2)=O)Cl)C N-(5-(4-amino-5-(3-fluoro-4-((4-methylpyrimidin-2-yl)oxy)phenyl)-7-methyl-7H-pyrrolo[2,3-d]pyrimidin-6-yl)-4-chloropyridin-2-yl)-2-cyclopropylacrylamide